Cl.FC1=C(C(=CC=C1)F)N1CCC(CC1)C#N (2,6-difluorophenyl)piperidine-4-carbonitrile hydrochloride